N=1C=NN2C1C=C(C=C2)OC2=CC(=C(C=C2C)NC2=NC=NC1=CC(=C(C=C21)NC(/C(=C\[C@H]2N(CCC2)C)/F)=O)OCC)OC (S,E)-N-(4-((4-([1,2,4]triazolo[1,5-a]pyridin-7-yloxy)-2-methoxy-5-methylphenyl)amino)-7-ethoxyquinazolin-6-yl)-2-fluoro-3-(1-methylpyrrolidin-2-yl)acrylamide